7-(6-((tert-butyldiphenylsilyl)oxy)-5-(((tert-butyldiphenylsilyl)oxy)methyl)-5-fluorohexyl)-1,2,3,4-tetrahydro-1,8-naphthyridine [Si](C1=CC=CC=C1)(C1=CC=CC=C1)(C(C)(C)C)OCC(CCCCC1=CC=C2CCCNC2=N1)(F)CO[Si](C1=CC=CC=C1)(C1=CC=CC=C1)C(C)(C)C